C(C)(C)C1=C(OC=2C(=NC(=NC2)N)NC2=CC=CC=C2)C=C(C(=C1)OC)C 5-(2-Isopropyl-4-methoxy-5-methyl-phenoxy)-N4-phenyl-pyrimidine-2,4-diamine